ClC=1C=CC2=C(N(C(C(N2C)=O)=O)C2CCN(CC2)C(=O)C2CCC(CC2)=O)N1 6-Chloro-1-methyl-4-(1-(4-oxocyclohexane-1-carbonyl)piperidin-4-yl)-1,4-dihydropyrido[2,3-b]pyrazine-2,3-dione